methyl 6-[3-(1-adamantyl)-4-methoxyphenyl]-2-naphthoate C12(CC3CC(CC(C1)C3)C2)C=2C=C(C=CC2OC)C=2C=C3C=CC(=CC3=CC2)C(=O)OC